C(N)(=O)C=1N(N=C2C1N=CC=C2N2CCN(CC2)C(=O)OC(C)(C)C)C2=CC=C(C=C2)OC2=CC=CC=C2 tert-butyl 4-[3-carbamoyl-2-(4-phenoxyphenyl)-2H-pyrazolo[4,3-b]pyridin-7-yl]piperazine-1-carboxylate